3-((2-(oleoyloxy)ethyl)amino)propanoic acid C(CCCCCCC\C=C/CCCCCCCC)(=O)OCCNCCC(=O)O